C(C)(C)(C)S(=O)(=O)C1=CC=2N(C=C1)N=CC2C=2C=CC(=NC2F)N 5-(5-(tert-butylsulfonyl)pyrazolo[1,5-a]pyridin-3-yl)-6-fluoropyridin-2-amine